3-endo-(8-{2-[cyclobutylmethyl-((S)-2-hydroxypropionyl)amino]ethyl}-8-azabicyclo[3.2.1]oct-3-yl)-benzamide TFA salt OC(=O)C(F)(F)F.C1(CCC1)CN(CCN1C2CC(CC1CC2)C=2C=C(C(=O)N)C=CC2)C([C@H](C)O)=O